butyl (2-methoxycyclobutyl)carbamate COC1C(CC1)NC(OCCCC)=O